C(C)(=O)O[C@H]1C[C@@]2([C@@H]3CC[C@@H]4C[C@H](CC[C@@]4([C@H]3CC[C@@]2([C@H]1C=1C=CC(OC1)=O)C)C)NC(NCCCC(=O)O)=O)O 4-(3-((3S,5R,8R,9S,10S,13R,14S,16S,17R)-16-acetoxy-14-hydroxy-10,13-dimethyl-17-(2-oxo-2H-pyran-5-yl)hexadecahydro-1H-cyclopenta[a]phenanthren-3-yl)ureido)butanoic acid